3-methyl-1-(1-tosyl-1H-indazol-6-yl)-1H-pyrazol-5(4H)-one CC1=NN(C(C1)=O)C1=CC=C2C=NN(C2=C1)S(=O)(=O)C1=CC=C(C)C=C1